ClC=1C=C(C=CC1C(N(CCCC(F)(F)F)C)=O)NC1CN(C1)C1CCN(CC1)C(=O)OC(C)(C)C tert-butyl 4-(3-(3-chloro-4-(methyl(4,4,4-trifluorobutyl)carbamoyl)phenylamino)azetidin-1-yl)piperidine-1-carboxylate